ICCCCl 3-Iodo-1-chloropropane